[O-]CCC.[O-]CCC.[O-]CCC.[O-]CCC.[Zr+4] Zirconium Tetran-Propoxide